C(C)(=O)OC[C@H]1O[C@H]([C@@H](C1)OC(C)=O)N1C2=NC(=NC=C2N(C1=O)CC=O)N ((2S,4R,5R)-4-acetoxy-5-(2-amino-8-oxo-7-(2-oxoethyl)-7,8-dihydro-9H-purin-9-yl) tetrahydrofuran-2-yl)methyl acetate